2-(2-ethylamino)-ethylenediamine CCNC(CN)N